O=C1NC2(CNC2)CC1 6-oxo-2,5-diazaspiro[3.4]octan